FC=1C=C(C=C(C1F)F)C=1N=NN(C1)[C@@H]1[C@H]([C@@H](SC2=C(C=CC(=C2)Br)C(=O)N2CCC2)O[C@@H]([C@@H]1O)CO)OCC 2-(N-azetidinyl-carbonyl)-5-bromophenyl 3-deoxy-3-[4-(3,4,5-trifluorophenyl)-1H-1,2,3-triazol-1-yl]-2-O-ethyl-1-thio-α-D-galactopyranoside